COC1=NC(=CC(=C1)C1=CN=C2N1N=CC(=C2)C=2C=NN(C2)CC(C)(O)C)OC 1-(4-(3-(2,6-dimethoxypyridin-4-yl)imidazo[1,2-b]pyridazin-7-yl)-1H-pyrazol-1-yl)-2-methyl-2-propanol